N-(cyclobutylmethyl)sulfamide C1(CCC1)CNS(=O)(=O)N